C(=O)(O)CSSC([C@@H](N)C)=O carboxymethylalanyl disulfide